4-(aminomethyl)-2-fluoroaniline NCC1=CC(=C(N)C=C1)F